C(C)C(C=O)CC(CCCC)CC 2,4-diethyloctanal